[Si]([O-])([O-])([O-])[O-].C[Si](O[Ca+])(C)C.C[Si](O[Ca+])(C)C.C[Si](O[Ca+])(C)C.C[Si](O[Ca+])(C)C trimethyl-siloxycalcium silicate